benzyl N-[4-({2-[2,6-bis(benzyloxy)pyridin-3-yl]-1-oxo-3H-isoindol-4-yl}(2-cyclopropylethyl)amino)-2-(trifluoromethyl)butyl]carbamate C(C1=CC=CC=C1)OC1=NC(=CC=C1N1C(C2=CC=CC(=C2C1)N(CCC(CNC(OCC1=CC=CC=C1)=O)C(F)(F)F)CCC1CC1)=O)OCC1=CC=CC=C1